1-[4-(1,3-benzothiazol-2-yloxy)-3-methoxyphenyl]pentan-3-ol S1C(=NC2=C1C=CC=C2)OC2=C(C=C(C=C2)CCC(CC)O)OC